2,4,6-trichloropyrimidinemethanol ClC1(NC(=CC(=N1)Cl)Cl)CO